1-(3-bromobenzyl)-3-methylquinoxalin BrC=1C=C(CN2CC(=NC3=CC=CC=C23)C)C=CC1